6-isopropyl-10-(methoxycarbonyl)-9-(3-methoxypropoxy)-2-oxo-6,7-dihydro-2H-pyrido[2,1-a]isoquinoline-3-carboxylic acid C(C)(C)C1N2C(C3=CC(=C(C=C3C1)OCCCOC)C(=O)OC)=CC(C(=C2)C(=O)O)=O